FC=1C=C2C(=CN=C(C2=CC1F)OC)[C@@H](C)N[S@@](=O)C(C)(C)C (S)-N-((R)-1-(6,7-difluoro-1-methoxyisoquinolin-4-yl)ethyl)-2-methylpropane-2-sulfinamide